6-(3-{3-[({pyrazolo[1,5-a]pyridin-4-yl}methyl)amino]propanoyl}-3,8-diazabicyclo[3.2.1]octan-8-yl)pyridine-3-carbonitrile N1=CC=C2N1C=CC=C2CNCCC(=O)N2CC1CCC(C2)N1C1=CC=C(C=N1)C#N